C1CC=CC=C1 2H-benzene